C(C)OC(C[SiH2]CCCN(C)CCC[SiH2]CC(OCC)OCC)OCC bis(3-diethoxyethylsilylpropyl)N-methylamine